((1Z,3E)-4-(2-(((Z)-amino(p-tolyl)methylene)amino)phenyl)-1,2,3,4-tetraphenylbuta-1,3-dien-1-yl)palladium(II) chloride N\C(\C1=CC=C(C=C1)C)=N/C1=C(C=CC=C1)/C(=C(/C(=C(/C1=CC=CC=C1)\[Pd]Cl)/C1=CC=CC=C1)\C1=CC=CC=C1)/C1=CC=CC=C1